C(C)(C)(C)OC(=O)N1CCC(=CC1)C1=C(C=C2C=NC(=NC2=C1)N)Cl 4-(2-amino-6-chloroquinazolin-7-yl)-3,6-dihydropyridine-1(2H)-carboxylic acid tert-butyl ester